5,6-Dichloro-2-{3-[(4-phenylpiperazin-1-yl)methyl]phenyl}-1H-benzo[d]imidazole ClC1=CC2=C(NC(=N2)C2=CC(=CC=C2)CN2CCN(CC2)C2=CC=CC=C2)C=C1Cl